COC(=O)C=1C(=C(C2=C(N=C(O2)C=2C(=C(C=CC2)C2=CC=CC=C2)C)C1)C)O 6-hydroxy-7-methyl-2-(2-methylbiphenyl-3-yl)-1,3-benzoxazole-5-carboxylic acid methyl ester